6-(3-(2-fluoro-4-methylphenoxy)-7,8-dihydro-1,6-naphthyridin-6(5H)-yl)-5-methylnicotinonitrile FC1=C(OC=2C=NC=3CCN(CC3C2)C2=NC=C(C#N)C=C2C)C=CC(=C1)C